methyl 2-(6-bromo-1H-pyrrolo[2,3-b]pyridin-2-yl)-6-fluoro-1-methyl-1H-benzo[d]imidazole-5-carboxylate BrC1=CC=C2C(=N1)NC(=C2)C2=NC1=C(N2C)C=C(C(=C1)C(=O)OC)F